ClC=1C(=C(C=CC1)NC(=S)C1C(N(CCC1=O)C(=O)OC(C)(C)C)=O)OC tert-butyl 3-[(3-chloro-2-methoxyphenyl)carbamothioyl]-2,4-dioxopiperidine-1-carboxylate